COC=1CC(S(C1)=O)C 4-methoxy-2-methyl-1-oxo-1,2-dihydrothiophene